tricyclo[5.2.1.02,6]decenyl acrylate C(C=C)(=O)OC1C2=C3CCC(C2CC1)C3